CC(C#N)(C)C1=NC=C(C=C1)NCC#CC=1N(C2=CC=C(C=C2C1)CNC1CN(C(CC1)=O)C)CC(F)(F)F 2-methyl-2-(5-{[3-(5-{[(1-methyl-6-oxopiperidin-3-yl)amino]methyl}-1-(2,2,2-trifluoroethyl)-1H-indol-2-yl)prop-2-yn-1-yl]amino}pyridin-2-yl)propanenitrile